(S)-tert-butyl 3-methyl-6-(2-((2R,4r,6S)-1,2,6-trimethylpiperidin-4-yl)benzo[d]thiazol-5-yl)-3,4-dihydropyridine-1(2H)-carboxylate C[C@@H]1CN(C(=CC1)C=1C=CC2=C(N=C(S2)C2C[C@H](N([C@H](C2)C)C)C)C1)C(=O)OC(C)(C)C